ClC1=C(C(=C(C(=C1OC(C)=O)Cl)OC(C)=O)Cl)OC(C)=O 1,3,5-trichloro-2,4,6-triacetoxybenzene